5-(benzyloxy)-2-methyl-1-benzothiophene-3-carboxylic acid C(C1=CC=CC=C1)OC=1C=CC2=C(C(=C(S2)C)C(=O)O)C1